(1R)-1-(5-methylpyrazin-2-yl)ethylamine dihydrochloride Cl.Cl.CC=1N=CC(=NC1)[C@@H](C)N